2-azabicyclo[2.2.1]heptane-3-carboxamide C12NC(C(CC1)C2)C(=O)N